C(=O)NC1=C(C=O)C=CC=C1 formamidobenzaldehyde